CC1C(OCC1)=O dihydromethyl-2(3H)-furanone